2-Chloro-N-(4-methoxyphenyl)-N-(tert-pentyl)acetamide ClCC(=O)N(C(C)(C)CC)C1=CC=C(C=C1)OC